N-(4-fluorobenzyl)-4,5-dimethoxy-3',5'-bis(trifluoromethyl)-[1,1'-biphenyl]-2-sulfonamide FC1=CC=C(CNS(=O)(=O)C=2C(=CC(=C(C2)OC)OC)C2=CC(=CC(=C2)C(F)(F)F)C(F)(F)F)C=C1